NC1=NC2=CC(=CC=C2C=C1)C=1C=NN(C1C1=C(C#N)C(=CC=C1)C)C 2-(4-(2-aminoquinolin-7-yl)-1-methyl-1H-pyrazol-5-yl)-6-methylbenzonitrile